4-(4-aminophenyl)thiomorpholine 1,1-dioxide NC1=CC=C(C=C1)N1CCS(CC1)(=O)=O